C(C)(=O)C=1N=CC(=NC1)C1=CC(=C(C(=O)NC2=C(C=CC=C2F)Cl)C=C1F)O[C@H](C(F)(F)F)C (S)-4-(5-acetylpyrazin-2-yl)-N-(2-chloro-6-fluorophenyl)-5-fluoro-2-((1,1,1-trifluoropropan-2-yl)oxy)benzamide